COC(=O)C1(CCN(CC1)CC1=C(C(=CC=C1)Cl)F)CC1=NC(=CC=C1F)Br 4-((6-bromo-3-fluoropyridin-2-yl)methyl)-1-(3-chloro-2-fluorobenzyl)-piperidine-4-carboxylic acid methyl ester